C1(CC1)[C@@]1(NC(NC1=O)=O)CNC(=O)C=1OC(=NN1)C1=CC=C(C=C1)F N-{[(4R)-4-cyclopropyl-2,5-dioxoimidazolidin-4-yl]methyl}-5-(4-fluorophenyl)-1,3,4-oxadiazole-2-carboxamide